Cl.O=C1NC(CCC1NC1=CC(=C(C=C1)N1CCN(CC1)CCCCCCCCC(=O)O)F)=O 9-[4-[4-[(2,6-dioxo-3-piperidyl)amino]-2-fluoro-phenyl]piperazin-1-yl]nonanoic acid hydrochloride